tert-butyl 3-(5-(1-ethyl-1,4,5,6-tetrahydropyrrolo[3,4-c]pyrazole-5-carbonyl)-7-(4,4,5,5-tetramethyl-1,3,2-dioxaborolan-2-yl)-1H-indol-2-yl)-5,6-dihydropyridine-1(2H)-carboxylate C(C)N1N=CC2=C1CN(C2)C(=O)C=2C=C1C=C(NC1=C(C2)B2OC(C(O2)(C)C)(C)C)C=2CN(CCC2)C(=O)OC(C)(C)C